FC(OC[C@H]1N(C2=CC=CC(=C2C1)F)C(=O)NC=1C=C2CN(C(C2=CC1)=O)C1C(NC(CC1)=O)=O)F (2S)-2-((difluoromethoxy)methyl)-N-(2-(2,6-dioxopiperidin-3-yl)-1-oxoisoindolin-5-yl)-4-fluoroindoline-1-carboxamide